ethyl 5-chloro-7-((4-methoxybenzyl)(methyl-d3)amino)pyrazolo[1,5-a]pyrimidine-3-carboxylate ClC1=NC=2N(C(=C1)N(C([2H])([2H])[2H])CC1=CC=C(C=C1)OC)N=CC2C(=O)OCC